Tert-butyl 2-((2S,3S)-5-chloro-6-fluoro-3-hydroxy-2-phenyl-4-(4,4,5,5-tetramethyl-1,3,2-dioxaborolan-2-yl)-2,3-dihydrobenzofuran-2-yl)pyrrolidine-1-carboxylate ClC=1C(=CC2=C([C@@H]([C@](O2)(C2=CC=CC=C2)C2N(CCC2)C(=O)OC(C)(C)C)O)C1B1OC(C(O1)(C)C)(C)C)F